S(=O)(=O)(O)ON1[C@@H]2CC[C@H](N(C1=O)C2)C(NCC2=CC=NC=C2)=N (2S,5R)-2-(N-isonicotinyl carbamimidoyl)-7-oxo-1,6-diazabicyclo[3.2.1]oct-6-yl hydrogensulfate